phenylethyl acetate (phenyl acetate) C1(=CC=CC=C1)CC(=O)O.C(C)(=O)OCCC1=CC=CC=C1